N,N'-bis(2-hydroxypropyl)propanediamine OC(CNC(CC)NCC(C)O)C